1-({5-[5-(trifluoromethyl)-1,2,4-oxadiazol-3-yl]pyridin-2-yl}methyl)quinoxalin-2(1H)-one FC(C1=NC(=NO1)C=1C=CC(=NC1)CN1C(C=NC2=CC=CC=C12)=O)(F)F